2-methyl-6-Phenoxypyridine CC1=NC(=CC=C1)OC1=CC=CC=C1